N-(3-(2-aminothiazol-4-yl)propyl)-4-(isopropylamino)-6-(1H-pyrazol-4-yl)quinoline-3-carboxamide NC=1SC=C(N1)CCCNC(=O)C=1C=NC2=CC=C(C=C2C1NC(C)C)C=1C=NNC1